4,5-diamino-5-oxo-pentanoic acid methyl ester hydrochloride Cl.COC(CCC(C(=O)N)N)=O